BrCC1(COC1)CN(C=1C(=CC(=CC1)N)C1=CC=CC=C1)C1=C(C=C(C=C1)F)Cl N-((3-(bromomethyl)oxetan-3-yl)methyl)-N-(2-chloro-4-fluorophenyl)biphenyl-2,5-diamine